5-[[2-[(2S,5S)-2-(3,4-Difluorophenyl)-4,4-difluoro-5-methyl-1-piperidyl]-2-oxo-acetyl]amino]pyridine-3-carboxamide FC=1C=C(C=CC1F)[C@H]1N(C[C@@H](C(C1)(F)F)C)C(C(=O)NC=1C=C(C=NC1)C(=O)N)=O